(1R)-2-[4-(5-methyl-1-{6-methyl-2-[2-(morpholin-4-yl)ethyl]-2H-pyrazolo[3,4-b]pyridin-5-yl}-4-(propan-2-yl)-1H-pyrazol-3-yl)-2H-indazol-2-yl]-1-phenylethan-1-ol CC1=C(C(=NN1C1=CC=2C(N=C1C)=NN(C2)CCN2CCOCC2)C=2C1=CN(N=C1C=CC2)C[C@H](O)C2=CC=CC=C2)C(C)C